NCC[C@@H](C(=O)O)CC(C)C (s)-2-(2-Aminoethyl)-4-methylpentanoic Acid